3-methyl-5-hexylthiophene CC1=CSC(=C1)CCCCCC